1-[[6-(Difluoromethyl)-2-(methoxymethyl)imidazo-[2,1-b][1,3,4]thiadiazol-5-yl]methyl]-3-(2,2-difluoropropyl)-2H-pyrrol-5-on FC(C=1N=C2SC(=NN2C1CN1CC(=CC1=O)CC(C)(F)F)COC)F